C1(=CC=C(C=C1)C1=CC2=C(N=C(S2)NC(=O)[C@H]2CN(CC2)C(=O)OC(C)(C)C)C=C1)C1=CC=CC=C1 tert-Butyl (R)-3-((6-([1,1'-biphenyl]-4-yl)benzo[d]thiazol-2-yl)carbamoyl)pyrrolidine-1-carboxylate